[Br-].C1(=CC=CC=C1)N1[NH+]=C(N=N1)C1=CC=CC=C1 2,5-diphenyl-2h-tetrazolium bromide